C(C)(C)(C)OC1=CC=C(C=C1)SC=1C=C2C(=CNC2=CC1)C=1CCN(CC1)CC(C)C 5-(4-tert-butoxyphenyl)thio-3-(1-isobutyl-1,2,3,6-tetrahydropyridin-4-yl)-1H-indole